The molecule is a dehydroamino acid that is arginine in which the amino group has been oxidised to the corresponding imine. It has a role as a bacterial metabolite. It is a ketimine, a dehydroamino acid, a member of guanidines and an arginine derivative. C(CC(=N)C(=O)O)CN=C(N)N